1-Cyclopropyl-3-fluoro-azetidin C1(CC1)N1CC(C1)F